5-((phosphonooxy)methyl)nicotinic acid P(=O)(O)(O)OCC=1C=NC=C(C(=O)O)C1